FC1(OC2=C(O1)C=CC(=C2)[C@H](C)NC2=NC=CC(=C2)B(O)O)F [2-[[(1S)-1-(2,2-difluoro-1,3-benzodioxol-5-yl)ethyl]amino]-4-pyridinyl]boronic acid